C(#N)C1=CC=C(CCN[C@H](C(=O)NC2=NC=C(C=C2)OCCN2C(OCC2)=O)C2=CC=CC=C2)C=C1 |r| (S)- and (R)-2-((4-cyanophenEthyl)amino)-N-(5-(2-(2-oxooxazolidin-3-yl)ethoxy)pyridin-2-yl)-2-phenylacetamide